2-Hydroxyethyl-methacrylat OCCOC(C(=C)C)=O